ClC1=CC=C(C=C1)C=1C(=CC=CC1)C(=O)NC[C@@]1(NC(NC1=O)=O)C1=CC=NN1C(F)F |r| rac-4'-chloro-N-({4-[1-(difluoromethyl)-1H-pyrazol-5-yl]-2,5-dioxoimidazolidin-4-yl}methyl)[biphenyl]-2-carboxamide